ClC1=CC=C(C(=N1)C(=O)NS(=O)(=O)C)N[C@H](C)C=1C=C(C=C2C(N(C(=NC12)N1CC2=NN(C=C2C1)C1=NC=CC=C1)C)=O)C (R)-6-chloro-3-((1-(3,6-dimethyl-4-oxo-2-(2-(pyridin-2-yl)-2,6-dihydropyrrolo[3,4-c]pyrazol-5(4H)-yl)-3,4-dihydroquinazolin-8-yl)ethyl)amino)-N-(methylsulfonyl)picolinamide